3-(2-isopropylphenyl)-N-(4-methoxy-6-(trifluoromethyl)pyridin-3-yl)azetidine-3-carboxamide C(C)(C)C1=C(C=CC=C1)C1(CNC1)C(=O)NC=1C=NC(=CC1OC)C(F)(F)F